2-[(4,4-difluoropyrrolidin-3-yl)oxymethyl]-4-methyl-morpholine dihydrochloride Cl.Cl.FC1(C(CNC1)OCC1CN(CCO1)C)F